C(C)OC=1C=C(C=CC1OC)C(CC(=O)CC(C1=CC(=C(C=C1)OC)OCC)S(=O)(=O)C)S(=O)(=O)C (3-ethoxy-4-methoxyphenyl)-2-(methylsulfonyl)ethylketone